trans-1-((4-((S)-3-(3,5-difluorophenyl)isoxazolidine-2-carbonyl)cyclohexyl)methyl)-1H-indole-6-carboxamide FC=1C=C(C=C(C1)F)[C@H]1N(OCC1)C(=O)[C@@H]1CC[C@H](CC1)CN1C=CC2=CC=C(C=C12)C(=O)N